FC=1C=C(C=CC1OC)B1OC(C(O1)(C)C)(C)C 2-(3-fluoro-4-methoxy-phenyl)-4,4,5,5-tetramethyl-1,3,2-dioxaborolane